5-amino-2-pyrazinate NC=1N=CC(=NC1)C(=O)[O-]